COC1=CC=C2C3=C(N(C2=C1)CCN1CC(OC(C1)C)C)C(=NC=C3)C(F)(F)F 4-(2-(7-methoxy-1-(trifluoromethyl)-9H-pyrido[3,4-b]indol-9-yl)ethyl)-2,6-dimethylmorpholine